5-(2-Amino-5-fluorophenyl)pentan-1-ol NC1=C(C=C(C=C1)F)CCCCCO